(E)-3-(3-(3,5-Bis(trifluorometh-yl)phenyl)-1H-1,2,4-triazol-1-yl)-N-ethoxy-2-(pyrimidin-5-yl)acrylamide FC(C=1C=C(C=C(C1)C(F)(F)F)C1=NN(C=N1)/C=C(/C(=O)NOCC)\C=1C=NC=NC1)(F)F